O[C@@H]1CNCC1 (S)-3-hydroxyl-Pyrrolidine